6-(4-bromobenzyl)-2-oxa-6-azaspiro[3.3]heptane BrC1=CC=C(CN2CC3(COC3)C2)C=C1